ClCC(=O)NC1=CC(=C(C=C1)OC)O 2-chloro-N-(3-hydroxy-4-methoxyphenyl)acetamide